3-[5-(trifluoromethyl)pyridin-2-yl]-1H-pyrazol-5-ol FC(C=1C=CC(=NC1)C1=NNC(=C1)O)(F)F